iron-zinc-lead-copper-tin [Sn].[Cu].[Pb].[Zn].[Fe]